C(C)C=1SC=CC1C 2-Ethyl-3-Methyl-Thiophene